C(CCC)N (S)-butylamine